(tetrahydro-2H-pyran-4-yl)-7,9-dihydro-8H-purin-8-one O1CCC(CC1)C1=NC=C2NC(NC2=N1)=O